CC(CCC(CCC)=C)CCCC 7-methyl-4-methyleneundecane